7-[(3S)-3-(morpholin-4-ylmethyl)-1,2,3,4-tetrahydroisoquinoline-2-carbonyl]-1,2,3,4-tetrahydroisoquinoline-2-carboxylic acid 2-methoxyphenyl ester COC1=C(C=CC=C1)OC(=O)N1CC2=CC(=CC=C2CC1)C(=O)N1CC2=CC=CC=C2C[C@H]1CN1CCOCC1